3-acetoxy-2,6-pyridinedimethanol diacetate hydrochloride Cl.C(C)(=O)OCC1=NC(=CC=C1OC(C)=O)COC(C)=O